C1(=CC=CC=C1)C1CN(C1)C(=O)N 3-phenylazetidine-1-carboxamide